3-O-(6'-O-(7Z,10Z-hexadecadienoyl)-beta-D-glucopyranosyl)-cholest-5-en-3beta-ol CCCCC/C=C\C/C=C\CCCCCC(=O)OCC1[C@H](C(C([C@@H](O1)O[C@H]2CC[C@@]3([C@H]4CC[C@]5([C@H]([C@@H]4CC=C3C2)CC[C@@H]5[C@H](C)CCCC(C)C)C)C)O)O)O